Titanium Bismuth [Bi].[Ti]